2-ethoxypyridine-4-carboxylic acid C(C)OC1=NC=CC(=C1)C(=O)O